FC(C=1C=C2C(=CC=NC2=C(C1)C(F)(F)F)N[C@H](C(=O)N)C)(F)F (2S)-2-[[6,8-bis(trifluoromethyl)-4-quinolinyl]amino]propionamide